C(C)(C)(C)OC(=O)N[C@@H]1[C@@H](OCC12CCN(CC2)C=2C(=NC(=C(N2)C)SC2=C(C=1N(C=C2)C=C(N1)C)Cl)C(=O)OCC)C ethyl 3-((3S,4S)-4-((tert-butoxycarbonyl)amino)-3-methyl-2-oxa-8-azaspiro[4.5]decan-8-yl)-6-((8-chloro-2-methylimidazo[1,2-a]pyridin-7-yl)thio)-5-methylpyrazine-2-carboxylate